C(C)(=O)N[C@H]1C[C@H](N(C1)C1=NC(=CC(=C1)C(F)(F)F)C(F)(F)F)C(=O)N(C)C1=CC=C(C=C1)F (2S,4S)-4-acetamido-1-(4,6-bis(trifluoromethyl)pyridin-2-yl)-N-(4-fluorophenyl)-N-methyl-pyrrolidine-2-carboxamide